N-[(cis)-2-hydroxycyclohexyl]-2-(1-methyl-1H-pyrazol-4-yl)-3-oxo-6-[4-(trifluoroethoxy)phenyl]-2,3-dihydropyridazine-4-carboxamide O[C@@H]1[C@@H](CCCC1)NC(=O)C=1C(N(N=C(C1)C1=CC=C(C=C1)OCC(F)(F)F)C=1C=NN(C1)C)=O